3-((3-exo)-3-((6-((5-(hydroxymethyl)thiazol-2-yl)amino)-1H-pyrrolo[3,2-c]pyridin-4-yl)amino)-8-azabicyclo[3.2.1]octan-8-yl)propionitrile OCC1=CN=C(S1)NC1=CC2=C(C(=N1)NC1CC3CCC(C1)N3CCC#N)C=CN2